hydroxyethylenediaminetetraacetic acid sodium salt [Na+].OC(C(=O)[O-])N(CCN(CC(=O)[O-])CC(=O)[O-])CC(=O)[O-].[Na+].[Na+].[Na+]